azatridecane-2,13-dione NC(CCCCCCCCCCC=O)=O